2-methyl-3-(1-piperidinyl)piperidine dihydrochloride Cl.Cl.CC1NCCCC1N1CCCCC1